COC1=C2C=C(C(N(C2=CC(=C1)C1CCN(CC1)C(CC)=O)C)=O)C 5-methoxy-1,3-dimethyl-7-(1-propionylpiperidin-4-yl)quinolin-2(1H)-one